(R)-1-(tert-butoxycarbonyl)-5,5-dimethylpyrrolidine-2-carboxylic acid C(C)(C)(C)OC(=O)N1[C@H](CCC1(C)C)C(=O)O